C(C)OC(=O)C=1C=NC2=C(C(=CC=C2C1Br)F)Br 4,8-Dibromo-7-fluoroquinoline-3-carboxylic acid ethyl ester